(4-(2-(1,4-dimethyl-1H-pyrazol-5-yl)-5-fluoropyrimidin-4-yl)piperazin-1-yl)(5-(thiazol-5-yl)-4,5-dihydro-1H-pyrazol-1-yl)methanone CN1N=CC(=C1C1=NC=C(C(=N1)N1CCN(CC1)C(=O)N1N=CCC1C1=CN=CS1)F)C